1-(((1r,3r)-3-((tert-butyldiphenylsilyl)oxy)cyclobutyl)methyl)-4-(2,3-dichloro-6-hydroxyphenyl)pyrrolidine-2-thione [Si](C1=CC=CC=C1)(C1=CC=CC=C1)(C(C)(C)C)OC1CC(C1)CN1C(CC(C1)C1=C(C(=CC=C1O)Cl)Cl)=S